BrC1=C(C(=C(C(=C1F)F)NC(=O)C=1C(=NN2C1C=CC=C2)OCC2=CC=C(C=C2)OC)F)F N-(4-bromo-2,3,5,6-tetrafluorophenyl)-2-((4-methoxybenzyl)oxy)pyrazolo[1,5-a]Pyridine-3-carboxamide